2-tetradecyl oxide CC(CCCCCCCCCCCC)OC(C)CCCCCCCCCCCC